C(C)(=O)C1=NN(C2=CC=C(C=C12)C=1C=NC(=NC1)CO)CC(=O)N1[C@@H](C[C@H](C1)F)C(=O)NC1=NC(=CN=C1)Br (2S,4R)-1-(2-(3-acetyl-5-(2-(hydroxymethyl)pyrimidin-5-yl)-1H-indazol-1-yl)acetyl)-N-(6-bromopyrazin-2-yl)-4-fluoropyrrolidine-2-carboxamide